4-[3-(1-ethyl-3-methyl-1H-pyrazol-5-yl)-1H-1,2,4-triazol-5-yl]-1-{2-[(3S)-3-methoxypyrrolidin-1-yl]ethyl}-1H-indazole-6-carboxamide C(C)N1N=C(C=C1C1=NNC(=N1)C1=C2C=NN(C2=CC(=C1)C(=O)N)CCN1C[C@H](CC1)OC)C